3-hydroxypyrrolidine OC1CNCC1